1-(5-fluoro-8-hydroxy-3-(trifluoromethyl)-6,7,8,9-tetrahydropyrido[3,2-b]indolizin-7-yl)-2-oxopyrrolidin FC=1C2=C(N3CC(C(CC13)N1C(CCC1)=O)O)N=CC(=C2)C(F)(F)F